2-(10-(3-Butyl-5-(diaminomethylene)-2,4,6-trioxotetrahydropyrimidin-1(2H)-yl)-2,4-dioxo-3-((2-(trimethylsilyl)ethoxy)methyl)-1,3-diazadispiro[4.1.57.15]tridecan-1-yl)acetonitrile C(CCC)N1C(N(C(C(C1=O)=C(N)N)=O)C1CCC2(CC3(C(N(C(N3CC#N)=O)COCC[Si](C)(C)C)=O)C2)CC1)=O